6-(4-methoxy-3-hydroxyphenyl)-1-(3,4,5-trimethoxyphenyl)-1H-benzo[d][1,2,3]triazole COC1=C(C=C(C=C1)C=1C=CC2=C(N(N=N2)C2=CC(=C(C(=C2)OC)OC)OC)C1)O